(R)-4,4-dimethyl-5-(p-tolyl)-1,3-dioxolan-2-one CC1(OC(O[C@@H]1C1=CC=C(C=C1)C)=O)C